C([C@@H]1[C@@H]([C@H](C(=O)O1)O)O)OP(=O)([O-])[O-] The molecule is an organophosphate oxoanion obtained by deprotonation of the phosphate OH groups of D-xylono-1,4-lactone-5-phosphate. Major microspecies at pH 7.3. It is a conjugate base of a D-xylono-1,4-lactone-5-phosphate.